3-(7-fluoro-1-oxo-5-(piperidin-2-yl)isoindolin-2-yl)piperidine-2,6-dione FC=1C=C(C=C2CN(C(C12)=O)C1C(NC(CC1)=O)=O)C1NCCCC1